FC=1C=C2C=C(NC2=CC1CNC1=NOC=C1)CNC(=O)C1(CC1)C N-((5-fluoro-6-((isoxazol-3-ylamino)methyl)-1H-indol-2-yl)methyl)-1-methylcyclopropane-1-carboxamide